C(C)(=O)N[C@@H]1C[C@@H]([C@@H](C1)C(=O)N[C@@H](C1(CCCC1)C)C1=C(C(=CC=C1F)Cl)Cl)CO (1R,2S,4R)-4-acetamido-N-((S)-(2,3-dichloro-6-fluorophenyl)(1-methylcyclopentyl)methyl)-2-(hydroxymethyl)cyclopentane-1-carboxamide